N,N-biscyanoethyl-cyclohexylamine C(#N)CCN(CCC#N)C1CCCCC1